tert-Butyl (S)-(1-(4-methyl-3-((1-(2-methyl-7-(thiazol-2-yl)quinolin-5-yl)cyclopropyl)carbamoyl)phenoxy)propan-2-yl)carbamate CC1=C(C=C(OC[C@H](C)NC(OC(C)(C)C)=O)C=C1)C(NC1(CC1)C1=C2C=CC(=NC2=CC(=C1)C=1SC=CN1)C)=O